C1(=CC=C(C=C1)NC(=O)NCC(=O)NC1CCCC2=CC=CC=C12)C1=CC=CC=C1 N~2~-[(biphenyl-4-ylamino)carbonyl]-N-(1,2,3,4-tetrahydronaphthalene-1-yl)glycinamide